(1R,3S)-3-(5-{3-[3-(1,3-dioxolan-2-yl)-4-[(4-methoxyphenyl)methoxy] phenyl]propanamido}-2H-pyrazol-3-yl)cyclopentyl N-isopropylcarbamate C(C)(C)NC(O[C@H]1C[C@H](CC1)C=1NN=C(C1)NC(CCC1=CC(=C(C=C1)OCC1=CC=C(C=C1)OC)C1OCCO1)=O)=O